O=C1N(CCC2=CC=CC=C12)CC(=O)O 2-(1-oxo-3,4-dihydroisoquinolin-2(1H)-yl)acetic acid